COC1=C2C=CC3=CC=C(C4=CC=C(C=C1)C2=C43)C=O 6-methoxy-1-pyrenecarboxaldehyde